O=C1N(CC2=C3C(=CC=C12)C1(CCNCC1)OC3)C3C(NC(CC3)=O)=O 3-(6-oxo-6,8-dihydrospiro[furo[3,4-e]isoindole-3,4'-piperidin]-7(1H)-yl)piperidine-2,6-dione